C(N)(=O)C(CN1C(C2=CC=CC(=C2C1)C=1C=C(C=CC1)NC(=O)C1CCOCC1)=O)=C N-[3-[2-(2-carbamoylallyl)-1-oxo-isoindolin-4-yl]phenyl]tetrahydropyran-4-carboxamide